(1-phenylpropane-2-yl)oxamide C1(=CC=CC=C1)CC(C)NC(=O)C(=O)N